C(=C)C1=CC=CC2=CC(=CC=C12)C=C 1,6-divinylnaphthalene